N-propargyl-1,2,3-triazole C(C#C)N1N=NC=C1